(S)-1-(1-(3,3-Difluoro-1-(piperidin-4-ylmethyl)piperidin-4-yl)-3-methyl-1H-pyrrolo[2,3-b]pyridin-5-yl)dihydropyrimidine-2,4(1H,3H)-dione FC1(CN(CC[C@@H]1N1C=C(C=2C1=NC=C(C2)N2C(NC(CC2)=O)=O)C)CC2CCNCC2)F